tert-butyl (1-(8-bromopyrido[2,3-e][1,2,4]triazolo[4,3-a]pyrazin-4-yl)azetidin-3-yl)(methyl)carbamate BrC1=CC2=C(N=C(C=3N2C=NN3)N3CC(C3)N(C(OC(C)(C)C)=O)C)N=C1